CC=1C(=CC=2NC3=CC=CC(=C3C2C1C)C)C1=C(C=CC=C1C)N 3,4,5-trimethyl-2-(2'-amino-6'-methylphenyl)-9H-carbazole